NC1=C2C(=NC=N1)N(N=C2C2=CC=C(C1=C2OCO1)NC(C1=CC(=CC=C1)N(C)C)=O)[C@H]1CNCCC1 (R)-N-(7-(4-amino-1-(piperidin-3-yl)-1H-pyrazolo[3,4-d]pyrimidin-3-yl)benzo[d][1,3]dioxolan-4-yl)-3-(dimethylamino)benzamide